(4-(((R)-1-(3-amino-5-(trifluoromethyl)phenyl)ethyl)amino)-6-methoxy-2-methylquinazolin-7-yl)(tetrahydro-1H-furo[3,4-c]pyrrol-5(3H)-yl)methanone NC=1C=C(C=C(C1)C(F)(F)F)[C@@H](C)NC1=NC(=NC2=CC(=C(C=C12)OC)C(=O)N1CC2C(C1)COC2)C